N,N'-Di-Boc-thiourea C(=O)(OC(C)(C)C)NC(=S)NC(=O)OC(C)(C)C